ClC1=C(C=CC=C1)N1NC=2C(=C(N(C(C2)=O)CC=2C=NC=CC2)C2=C(C=CC=C2F)F)C1=O 2-(2-chlorophenyl)-4-(2,6-difluorophenyl)-5-(pyridin-3-ylmethyl)-1H-pyrazolo[4,3-c]pyridine-3,6(2H,5H)-dione